ClC1=C(N=C(N1C)S(=O)(=O)C)C(=O)OCC Ethyl 5-chloro-1-methyl-2-(methylsulfonyl)-1H-imidazole-4-carboxylate